C(C)(=O)O.C1(CCCC1)N1C(C(=CC2=C1N=C(N=C2)NC2=CC=C(C=C2)N2CCN(CC2)C)C#N)=O 8-cyclopentyl-2-((4-(4-methylpiperazin-1-yl)phenyl)amino)-7-oxo-7,8-dihydropyrido[2,3-d]pyrimidine-6-carbonitrile monoacetate